ClC=1C=C(C=C(C1)Cl)C1=CC(=CC(=N1)OC=1C=NC(=NC1)N1CCN(CC1)CC(=O)OCC)CN1CCC(CC1)CNC(=O)NC ethyl 2-(4-(5-((6-(3,5-dichlorophenyl)-4-((4-((3-methylureido)methyl)piperidin-1-yl)methyl)pyridin-2-yl)oxy)pyrimidin-2-yl)piperazin-1-yl)acetate